dioctyldecyl phosphinate [PH2](OC(CCCCCCCCC)(CCCCCCCC)CCCCCCCC)=O